((3R)-7-chloro-8-((2-chloro-5-fluorophenyl)methyl)-1-methyl-2-oxo-1,2,3,4-tetrahydroquinolin-3-yl)urea ClC1=CC=C2C[C@H](C(N(C2=C1CC1=C(C=CC(=C1)F)Cl)C)=O)NC(=O)N